[Cl-].[Mg+2].[Fe+2].C(C)(=O)O.[Na+].[Cl-].[Cl-].[Cl-].[Cl-] Sodium acetic acid iron-magnesium chloride